C(COP(=O)(O)OC[C@@H](C(=O)O)N)N=C(N)NP(=O)(O)O The molecule is a phosphoramide consisting of L-lombricine having a phospho group attached to the guanidine. It derives from a L-lombricine. It is a conjugate acid of a N-phosphonato-L-lombricine(2-). It is an enantiomer of a N-phospho-D-lombricine.